OC1(COC1)C1=CC=C(C=C1)C(=O)N1CCC(CC1)OC1=CC=C(C=2CCCCC12)C(F)(F)F (4-(3-hydroxyoxetan-3-yl)phenyl)(4-((4-(trifluoromethyl)-5,6,7,8-tetrahydronaphthalen-1-yl)oxy)piperidin-1-yl)methanone